FSN fluorosulfenamide